FC=1C(=CC(=NC1)OC)C1=CC(=NN1COCC[Si](C)(C)C)C(=O)N1C(CC(C(C1)C)C(=O)O)C 1-[5-(5-fluoro-2-methoxypyridin-4-yl)-1-[[2-(trimethylsilyl)ethoxy]methyl]pyrazole-3-carbonyl]-2,5-dimethylpiperidine-4-carboxylic acid